C1CC12NCCN(C2)C2CN(CC2)C2=NC=1C(=C(C3=C(C1C=N2)COC3)C3=NC=C(C2=C3C(=C(S2)NC(OC(C)(C)C)=O)C#N)F)F tert-Butyl (4-(3-(3-(4,7-diazaspiro[2.5]octan-7-yl)pyrrolidin-1-yl)-5-fluoro-7,9-dihydrofuro[3,4-f]quinazolin-6-yl)-3-cyano-7-fluorothieno[3,2-c]pyridin-2-yl)carbamate